tert-butyl-2-{2-[3,3-difluoro-4-(hydroxymethyl)pyrrolidin-1-yl]-5-(dimethylsulfamoyl)phenyl}indole-1-carboxylate C(C)(C)(C)OC(=O)N1C(=CC2=CC=CC=C12)C1=C(C=CC(=C1)S(N(C)C)(=O)=O)N1CC(C(C1)CO)(F)F